FC(OC1=CC=C(C=C1)N1C2=C(C=C(C1=O)C=1C=CC3=C(N(C(=N3)CO)C)C1)SC(=N2)OCC)F 4-(4-(difluoromethoxy)phenyl)-2-ethoxy-6-(2-(hydroxymethyl)-1-methyl-1H-benzo[d]imidazol-6-yl)thiazolo[4,5-b]pyridin-5(4H)-one